ClC=1C=CC(=NC1C)CC(=O)NC1=NNC(=C1)[C@@H]1C[C@@H](CC1)N(C([O-])=O)C1(CC1)C (1R,3S)-3-(3-{[(5-chloro-6-methylpyridin-2-yl)acetyl]amino}-1H-pyrazol-5-yl)cyclopentyl(1-methylcyclopropyl)carbamate